N1=CN=C2NC=NC2=C1NC(=O)N[C@@H]([C@H](OC(CC[C@@H](C)O[C@@H]1O[C@H]([C@@H](C[C@H]1O)O)C)=O)C)C(=O)O N-((9H-purine-6-yl)carbamoyl)-O-((R)-4-(((2R,3R,5R,6S)-3,5-dihydroxyl-6-methyltetrahydro-2H-pyran-2-yl)oxy)pentanoyl)-L-threonine